tert-butyl (2S,6R)-4-((S)-11-chloro-3-cyclopropyl-6-oxo-10-(trifluoromethyl)-3,4-dihydro-2H,6H-[1,4]thiazepino[2,3,4-ij]quinazolin-8-yl)-2,6-dimethylpiperazine-1-carboxylate ClC1=C(C=C2C(=NC(N3C2=C1SC[C@H](C3)C3CC3)=O)N3C[C@@H](N([C@@H](C3)C)C(=O)OC(C)(C)C)C)C(F)(F)F